FC=1C(=NC=C(C1)F)C(C)NC=1SC(=CN1)C(=O)N1CCC(CC1)N1C[C@@H](CCC1)C (2-{[1-(3,5-Difluoropyridin-2-yl)ethyl]amino}-1,3-thiazol-5-yl)[(3R)-3-methyl[1,4'-bipiperidine]-1'-yl]methanone